N1N=CC(=C1)CC1=NN2C(=NC=3C(=CC(=CC3C2=N1)F)OC)NCC1=C(C=C(C=C1)OC)OC 2-((1H-pyrazol-4-yl)methyl)-N-(2,4-dimethoxybenzyl)-9-fluoro-7-methoxy-[1,2,4]triazolo[1,5-c]quinazolin-5-amine